4-((2-((cis)-4-(4-Fluoro-2-(trifluoromethyl)phenyl)-cyclohexyl)ethyl)amino)tetrahydro-2H-pyran FC1=CC(=C(C=C1)[C@H]1CC[C@H](CC1)CCNC1CCOCC1)C(F)(F)F